NC1=C(C(=O)O)C=C(C=C1)C(F)(F)F 2-amino-5-(trifluoromethyl)-benzoic acid